COC(C(CSC)[N+]#[C-])=O METHYL-2-ISOCYANO-3-(METHYLTHIO)-PROPIONATE